N[C@@H](COC1=CC=NC(=C1C(=O)N)OC)CC1=CC=CC=C1 4-((R)-2-amino-3-phenylpropoxy)-2-methoxynicotinamide